(R)-2-(6-((1-Acryloyl-3-(2,3-dichloro-6-fluorophenyl)pyrrolidin-3-yl)amino)-8-fluoro-4-oxoquinazolin-3(4H)-yl)-N-methylacetamide C(C=C)(=O)N1C[C@@](CC1)(C1=C(C(=CC=C1F)Cl)Cl)NC=1C=C2C(N(C=NC2=C(C1)F)CC(=O)NC)=O